rac-(3aR,5S,6aS)-1-(7,8-Dihydrofuro[3,2-e][1,3]benzothiazol-2-yl)-5-methoxyhexahydrocyclopenta[d]imidazol-2(1H)-one N1=C(SC2=C1C1=C(C=C2)OCC1)N1C(N[C@H]2[C@@H]1C[C@H](C2)OC)=O |r|